C1CCC12CN(CC2)CC=2NC1=CC(=CC=C1C2)CN2N=NC(=C2)C2=C1C=NN(C1=CC(=C2)N(C)C)C2OCCCC2 4-(1-((2-((6-azaspiro[3.4]oct-6-yl)methyl)-1H-indol-6-yl)methyl)-1H-1,2,3-triazol-4-yl)-N,N-dimethyl-1-(tetrahydro-2H-pyran-2-yl)-1H-indazol-6-amine